(R)-tert-butyl 4-(4-(10,12-dimethyl-8-oxo-9,10,11,12-tetrahydro-8H-[1,4]diazepino[5',6':4,5]thieno[3,2-f]quinolin-3-yl)phenyl)piperazine-1-carboxylate C[C@H]1NC(C2=C(C=3C=4C=CC(=NC4C=CC3S2)C2=CC=C(C=C2)N2CCN(CC2)C(=O)OC(C)(C)C)N(C1)C)=O